CSCS(=O)C methyl-(methylsulfinylmethyl)sulfane